2-((4-fluoro-2-methylphenyl)amino)-N-(5-methylpyridin-3-yl)-5-(trifluoromethyl)benzamide FC1=CC(=C(C=C1)NC1=C(C(=O)NC=2C=NC=C(C2)C)C=C(C=C1)C(F)(F)F)C